5-((1H-pyrrol-3-yl)methyl)-2-thioxothiazolidin-4-one N1C=C(C=C1)CC1C(NC(S1)=S)=O